1-isobutyl-5-(4,4,5,5-tetramethyl-1,3,2-dioxaborolan-2-yl)pyridin-2(1H)-one C(C(C)C)N1C(C=CC(=C1)B1OC(C(O1)(C)C)(C)C)=O